3-chloro-5-{2-[(3S)-3-({4-[methyl(methylimino)oxo-λ6-sulfanyl]phenoxy}methyl)piperazin-1-yl]ethyl}benzonitrile ClC=1C=C(C#N)C=C(C1)CCN1C[C@H](NCC1)COC1=CC=C(C=C1)S(=O)(=NC)C